C(CCC)OC(C)N1N=CN=C1 1-(1-butoxyethyl)-1,2,4-triazole